CNC(C1=CC(C(=O)NC)=CC(=C1)NC(=O)C=1OC(=CC1)[N+](=O)[O-])=O N1,N3-dimethyl-5-(5-nitrofuran-2-carboxamido)isophthalamide